COC([C@H](C1CC2(CC2)C1)N)=O (2S)-2-amino-2-spiro[2.3]hexane-5-yl-acetic acid methyl ester